FC1=C(C=CC=C1CN1CCOCC1)C#CC1=CC=C(C=C1)[C@@H](CC1=C(C(NC=N1)=O)O)CN1CC(C1)O (R)-6-(2-(4-((2-fluoro-(morpholinomethyl)phenyl)ethynyl)phenyl)-3-(3-hydroxyazetidin-1-yl)propyl)-5-hydroxypyrimidin-4(3H)-one